ClC1=NC(=C2C(=N1)N(N=C2)CC2CC2)O 6-chloro-1-(cyclopropylmethyl)-1H-pyrazolo[3,4-d]pyrimidin-4-ol